(methyl-d3)(2-phenoxyethyl)selenane C([2H])([2H])([2H])C1([Se]CCCC1)CCOC1=CC=CC=C1